4-((2-chloro-4-((6-chloropyridin-2-yl)methoxy)-5-fluorophenyl)amino)-6-fluoro-7-(piperidin-4-ylmethoxy)quinoline-3-carbonitrile ClC1=C(C=C(C(=C1)OCC1=NC(=CC=C1)Cl)F)NC1=C(C=NC2=CC(=C(C=C12)F)OCC1CCNCC1)C#N